FC=1C=C(CC=2C=NN(C2)C(=O)N[C@@H]2C(N(C3=C(OC2)C=CC(=C3)OCC(N3CCCC3)=O)C)=O)C=CC1 (S)-4-(3-fluorobenzyl)-N-(5-methyl-4-oxo-7-(2-oxo-2-(pyrrolidin-1-yl)ethoxy)-2,3,4,5-tetrahydrobenzo[b][1,4]oxazepin-3-yl)-1H-pyrazole-1-carboxamide